O=C1N(CCC(N1)=O)C=1C=C(CN2CCN(CC2)CCNC(=O)C2=CC3=C(O2)C(C2=CC=CC=C2C3=O)=O)C=CC1 N-(2-(4-(3-(2,4-dioxotetrahydropyrimidin-1(2H)-yl)benzyl)piperazin-1-yl)ethyl)-4,9-dioxo-4,9-dihydronaphtho[2,3-b]furan-2-carboxamide